4-allyl-2-(5-chloro-2H-benzo[d][1,2,3]triazol-2-yl)-6-methoxy-phenol C(C=C)C1=CC(=C(C(=C1)OC)O)N1N=C2C(=N1)C=CC(=C2)Cl